hexahydro-1H-cyclopenta[c]pyrrole-1-carboxamide C1(NCC2C1CCC2)C(=O)N